C(C)C=1C(=C(C(=C(C1)N)CC)OC)N Diethyl-3-methoxybenzene-1,4-diamine